tert-butyl 1-methyl-2,4-dioxo-3-[4-(trifluoromethyl) phenyl]-1,3,8-triazaspiro[4.5]decane-8-carboxylate CN1C(N(C(C12CCN(CC2)C(=O)OC(C)(C)C)=O)C2=CC=C(C=C2)C(F)(F)F)=O